The molecule is a polyunsaturated fatty acyl-CoA(4-) obtained by deprotonation of the phosphate and diphosphate OH groups of (9Z,12Z,15Z,18Z)-tetracosatetraenoyl-CoA; major species at pH 7.3. It is a polyunsaturated fatty acyl-CoA(4-), a very long-chain acyl-CoA(4-) and a 3-substituted propionyl-CoA(4-). It is a conjugate base of a (9Z,12Z,15Z,18Z)-tetracosatetraenoyl-CoA. CCCCC/C=C\\C/C=C\\C/C=C\\C/C=C\\CCCCCCCC(=O)SCCNC(=O)CCNC(=O)[C@@H](C(C)(C)COP(=O)([O-])OP(=O)([O-])OC[C@@H]1[C@H]([C@H]([C@@H](O1)N2C=NC3=C(N=CN=C32)N)O)OP(=O)([O-])[O-])O